((4-(7-amino-7-(4-cyanobenzyl)-2-azaspiro[4.4]non-2-yl)pyrimidin-5-yl)oxy)-5-fluoro-N,N-diisopropylbenzamide NC1(CC2(CCN(C2)C2=NC=NC=C2OC2=C(C(=O)N(C(C)C)C(C)C)C=C(C=C2)F)CC1)CC1=CC=C(C=C1)C#N